O=C([C@H](C[C@H]1C(NCC1)=O)NC(=O)[C@H]1N(C[C@@H]2CCCC[C@H]12)C(=O)C1=NOC(=C1)C(F)(F)F)COC(F)(F)F (1S,3aR,7aS)-N-((S)-3-oxo-1-((S)-2-oxopyrrolidin-3-yl)-4-(trifluoromethoxy)butan-2-yl)-2-(5-(trifluoromethyl)isoOxazole-3-carbonyl)octahydro-1H-isoindole-1-carboxamide